2-(2-methoxyethoxy)-ethan-amine COCCOCCN